2-(3-(difluoromethyl)phenyl)-2-methyl-N-(1-(pyrrolidin-1-ylmethyl)cyclopropyl)propanamide FC(C=1C=C(C=CC1)C(C(=O)NC1(CC1)CN1CCCC1)(C)C)F